4-(2-bromo-6-(4,4-difluoropiperidine-1-carbonyl)-3H-imidazo[4,5-b]pyridin-3-yl)benzonitrile BrC1=NC=2C(=NC=C(C2)C(=O)N2CCC(CC2)(F)F)N1C1=CC=C(C#N)C=C1